Racemic-17-amino-7,7-difluoro-12,12-dimethyl-15-(trifluoromethyl)-19-oxa-3,4,13,18-tetrazatricyclo[12.3.1.12,5]nonadeca-1(18),2,4,14,16-pentaen-6-ol NC1=CC(=C2NC(CCCCC([C@@H](C3=NN=C(C1=N2)O3)O)(F)F)(C)C)C(F)(F)F |r|